(2R,4S)-1-(tert-butoxycarbonyl)-4-phenylpiperidine-2-carboxylate C(C)(C)(C)OC(=O)N1[C@H](C[C@H](CC1)C1=CC=CC=C1)C(=O)[O-]